[4-[3-[1-[3,6-dimethyl-4-oxo-2-(1-piperidyl)chromen-8-yl]ethylamino]-2-pyridyl]-2-formyl-phenyl] trifluoromethanesulfonate FC(S(=O)(=O)OC1=C(C=C(C=C1)C1=NC=CC=C1NC(C)C=1C=C(C=C2C(C(=C(OC12)N1CCCCC1)C)=O)C)C=O)(F)F